5,5-dimethyl-5H,6H,7H-pyrrolo[2,3-d]pyrimidin-6-one CC1(C(NC=2N=CN=CC21)=O)C